C1=CC=CC=2C3=CC=CC=C3C(C12)COC(=O)N([C@H](C(=O)O)CC1=CC=C(C=C1)C(F)(F)F)C (2S)-2-[9H-fluoren-9-ylmethoxycarbonyl-(methyl)amino]-3-[4-(trifluoromethyl)phenyl]propionic acid